F[C@@H]1C[C@@]2(CCCN2C1)COC1=NC=C2NC=NC2=N1 2-{[(2R,7aS)-2-fluorotetrahydro-1H-pyrrolizin-7a(5H)-yl]methoxy}-7H-purine